2-(4-(3-(aminomethyl)phenyl)piperidine-1-carbonyl)-1H-indol-4-ylboronic acid NCC=1C=C(C=CC1)C1CCN(CC1)C(=O)C=1NC2=CC=CC(=C2C1)B(O)O